3-(4-(2,5-Diazabicyclo[2.2.2]octan-2-yl)-8-fluoro-2-(((2S,7aR)-2-fluorotetrahydro-1H-pyrrolizin-7a(5H)-yl-2,5,5-d3)methoxy)pyrido[4,3-d]pyrimidin-7-yl)-4-cyclobutyl-5-fluorophenol C12N(CC(NC1)CC2)C=2C1=C(N=C(N2)OC[C@@]23CCC(N3C[C@@](C2)([2H])F)([2H])[2H])C(=C(N=C1)C=1C=C(C=C(C1C1CCC1)F)O)F